Tert-butyl 4-(1-((4-fluorobenzyl)oxy)-1H-pyrazol-3-yl)piperidine-1-carboxylate FC1=CC=C(CON2N=C(C=C2)C2CCN(CC2)C(=O)OC(C)(C)C)C=C1